ClC1=C(C=C2CCC(C2=C1)=O)OC(F)F 6-chloro-5-(difluoromethoxy)-2,3-dihydro-1H-inden-1-one